(1-((tert-butyldimethylsilyl)oxy)-2-methoxyethyl)pyridin-4-amine [Si](C)(C)(C(C)(C)C)OC(COC)C1=NC=CC(=C1)N